CN(CC1=CC=C(C=C1)C1=NC[C@H](CC1)C)C (S)-N,N-dimethyl-1-(4-(5-methyl-3,4,5,6-tetrahydropyridin-2-yl)phenyl)methanamine